5-chloro-1'-(2-{1-[1,1-dimethyl-2-(methylthio)ethyl]-7-(trifluoromethyl)-1H-1,3-benzimidazol-5-yloxy}ethyl)spiro[indoline-3,4'-piperidin]-2-one ClC=1C=C2C(=CC1)NC(C21CCN(CC1)CCOC1=CC2=C(N(C=N2)C(CSC)(C)C)C(=C1)C(F)(F)F)=O